O1CCN(CC1)CCN1C(C(=CC2=CC=CN=C12)C(=O)N)=O 2-morpholinoethyl-2-oxo-1,2-dihydro-1,8-naphthyridine-3-carboxamide